4-[(1,3-dioxoisoindolin-2-yl)methyl]-3-iodo-benzonitrile O=C1N(C(C2=CC=CC=C12)=O)CC1=C(C=C(C#N)C=C1)I